C(C=C)(=O)N1[C@H](CN(CC1)C1=CC(=NC=2CN(CCC12)C1=CC=CC2=CC=CC(=C12)C)C(=O)NCC[C@@H]1NCCCC1)CC#N 4-((S)-4-acryloyl-3-(cyanomethyl)piperazin-1-yl)-7-(8-methylnaphthalen-1-yl)-N-(2-((R)-piperidin-2-yl)ethyl)-5,6,7,8-tetrahydro-1,7-naphthyridine-2-carboxamide